(S)-N2-[1-(4-fluorophenyl)ethyl]-N6-(pyrazin-2-yl)-4-(1H-pyrrol-3-yl)pyridine-2,6-Diamine FC1=CC=C(C=C1)[C@H](C)NC1=NC(=CC(=C1)C1=CNC=C1)NC1=NC=CN=C1